(2S)-2-hydroxy-3-(8-(4-isopropoxyphenyl-sulfonyl)-1-oxa-8-azaspiro[4.5]dec-3-ylamino)-N-methylbenzenesulfonamide OC1=C(C=CC=C1NC1COC2(C1)CCN(CC2)S(=O)(=O)C2=CC=C(C=C2)OC(C)C)S(=O)(=O)NC